Aluminium silicate Aluminium [Al+3].[Si]([O-])([O-])([O-])[O-].[Al+3]